CC1CN(CC1)C1=CC=C(C=C1)NC1=NC=C(C(=N1)N1CCC1)C(F)(F)F 1-(2-{[4-(3-methylpyrrolidin-1-yl)phenyl]amino}-5-(trifluoromethyl)pyrimidin-4-yl)azetidine